4-methyl-N-(oxetan-3-yl)thiazol-2-amine CC=1N=C(SC1)NC1COC1